NC1=CC=C(C=C1)SC1=C(C=C(C=C1)N)C(F)(F)F 4-((4-aminophenyl)thio)-3-(trifluoromethyl)benzenamine